2-(3'-fluoro-[1,1'-biphenyl]-2-yl)naphthalene FC=1C=C(C=CC1)C1=C(C=CC=C1)C1=CC2=CC=CC=C2C=C1